CC1=NC2=CC=C(C=C2C(=C1)NC=1C=NC(=CC1)C1=NC2=C(N1)C=C(C=C2)NC2=CC(=NC=C2)C)N2C[C@H]1CC[C@@H](C2)N1C 2-methyl-6-((1R,5S)-8-methyl-3,8-diazabicyclo[3.2.1]octan-3-yl)-N-(6-(6-((2-methylpyridin-4-yl)amino)-1H-benzo[d]imidazol-2-yl)pyridin-3-yl)quinolin-4-amine